3,3-dimethyl-5-(4-methyl-6-oxo-1,4,5,6-tetrahydropyridazin-3-yl)-2,3-dihydro-1H-indol-2-one CC1(C(NC2=CC=C(C=C12)C1=NNC(CC1C)=O)=O)C